FC(C1=NC=CC(=C1)N1C[C@@H](CC1)C(=O)N1CC=2N=C(C=3CCCCC3C2C1)C)F [1-(2-Difluoromethyl-pyridin-4-yl)-pyrrolidin-3(R)-yl]-(5-methyl-1,3,6,7,8,9-hexahydro-pyrrolo[3,4-c]isoquinolin-2-yl)-methanone